5,7,9,11,14,17-eicosahexaenoic acid C(CCCC=CC=CC=CC=CCC=CCC=CCC)(=O)O